C(C1=CC=CC=C1)N(C1CCC(CC1)C(=O)O)CC1=CC=CC=C1 4-(dibenzylamino)cyclohexane-1-carboxylic acid